C(#N)C=1C=CC(=C2C=CC=NC12)OC1C(C(C1(C)C)NC(C1=C(C=C(C(=C1)F)N1CCC(CC1)C=O)F)=O)(C)C N-((1r,3r)-3-((8-Cyanoquinolin-5-yl)oxy)-2,2,4,4-tetramethylcyclobutyl)-2,5-difluoro-4-(4-formylpiperidin-1-yl)benzamide